α,β-dimethylacrylic acid CC(C(=O)O)=CC